2-(4-(chloromethyl)phenyl)-4-(difluoromethyl)-1-methyl-1H-imidazole ClCC1=CC=C(C=C1)C=1N(C=C(N1)C(F)F)C